CNC(=O)C1=NN(C(=C1)C(=O)O)C(C)C1=CC=CC=C1 3-(methylcarbamoyl)-1-(1-phenylethyl)-1H-Pyrazole-5-carboxylic acid